(2R,3S,4R,5S)-3-(2-chlorophenyl)-4-(5-chloro-2-fluorophenyl)-4-cyano-5-neopentylpyrrolidine-2-carboxylic acid tert-butyl ester C(C)(C)(C)OC(=O)[C@@H]1N[C@H]([C@]([C@H]1C1=C(C=CC=C1)Cl)(C#N)C1=C(C=CC(=C1)Cl)F)CC(C)(C)C